S-methylisothiuronium hemisulfate S(=O)(=O)([O-])[O-].CSC(N)=[NH2+].CSC(N)=[NH2+]